2-(hydroxymethyl)propyl-(9Z,12Z)-octadeca-9,12-dienoate OCC(COC(CCCCCCC\C=C/C\C=C/CCCCC)=O)C